tert-butyl 8-methyl-7-[2-({3-methyl-4-[2-(pyrrolidin-1-yl) acetamido] phenyl} amino)-5H,6H,7H,8H-pyrido[3,4-d]pyrimidin-7-yl]-1H,2H,3H-pyrido[2,3-b][1,4]oxazine-1-carboxylate CC1=C(C=NC=2OCCN(C21)C(=O)OC(C)(C)C)N2CC=1N=C(N=CC1CC2)NC2=CC(=C(C=C2)NC(CN2CCCC2)=O)C